O-benzyl-N-(tert-butoxycarbonyl)-L-serine CC(C)(C)OC(=O)N[C@@H](COCC1=CC=CC=C1)C(=O)O